(S)-N-Boc-pyrrolidine-3-formic acid C(=O)(OC(C)(C)C)N1C[C@H](CC1)C(=O)O